C1(=CC=CC=C1)C=1C(=CC(=CC1)C#N)C1=CC=CC=C1 [1,1':2',1''-terphenyl]-4'-carbonitrile